C(C)(=O)O[C@@H]1[C@H](O[C@H]([C@@H]1OC(C)=O)N1C2=NC=NC(=C2N=C1)NC(C1=CC=CC=C1)(C1=CC=CC=C1)C1=CC=CC=C1)CO (2R,3R,4R,5R)-2-(hydroxymethyl)-5-(6-(tritylamino)-9H-purin-9-yl)tetrahydrofuran-3,4-diyl diacetate